FC1=C(C(=C(C(=C1[B-](C1=C(C(=C(C(=C1F)F)F)F)F)(C1=C(C(=C(C(=C1F)F)F)F)F)C1=C(C(=C(C(=C1F)F)F)F)F)F)F)F)F.FC(C[NH+]1CCCCC1)(F)F 1-(2,2,2-trifluoroethyl)piperidinium tetrakis(pentafluorophenyl)borate